C(=C\CC)/C1=CC=C(C=C1)CC=1C(=NNC1C)O[C@H]1[C@H](O)[C@@H](O)[C@H](O)[C@H](O1)CO (E)-4-{[4-(buta-1-en-1-yl)phenyl]methyl}-3-(β-D-glucopyranosyloxy)-5-methyl-1H-pyrazole